Format Silver [Ag+].C(=O)[O-]